3,4-Difluoro-2-(2-fluoro-4-iodoanilino)-5-[[3-fluoro-2-(propylsulfamoylamino)pyridin-4-yl]methyl]-N-(2-hydroxyethoxy)benzamide FC=1C(=C(C(=O)NOCCO)C=C(C1F)CC1=C(C(=NC=C1)NS(NCCC)(=O)=O)F)NC1=C(C=C(C=C1)I)F